isoindolyl-(isoindolone) C=1(NC=C2C=CC=CC12)C1=NC(C2=CC=CC=C12)=O